(R)-8-cyclopentyl-7-ethyl-2-((2-methoxy-4-(5-(4-methylpiperazine-1-carbonyl)-1,3,4-thiadiazol-2-yl)phenyl)amino)-5-methyl-7,8-dihydropteridin-6(5H)-one C1(CCCC1)N1[C@@H](C(N(C=2C=NC(=NC12)NC1=C(C=C(C=C1)C=1SC(=NN1)C(=O)N1CCN(CC1)C)OC)C)=O)CC